N-(2-(1-(2-(4-methyl-2-oxo-1,2-dihydroquinolin-6-yl)acetyl)piperidin-4-yl)ethyl)picolinamide CC1=CC(NC2=CC=C(C=C12)CC(=O)N1CCC(CC1)CCNC(C1=NC=CC=C1)=O)=O